ClC=1C=CC(=C(C1)[C@H](C)NC1=CC(=C(C=C1C)S(=O)(=O)NC1=NC=NC=C1)F)F (S)-4-((1-(5-chloro-2-fluorophenyl)ethyl)amino)-2-fluoro-5-methyl-N-(pyrimidin-4-yl)benzenesulfonamide